Tert-butyl 3-(7-fluoro-2-(4-(5-fluoro-3-methoxypyridin-2-yl)piperazine-1-carbonyl)-4-(4,4,5,5-tetramethyl-1,3,2-dioxaborolan-2-yl)-1H-indol-6-yl)-5,6-dihydropyridine-1(2H)-carboxylate FC=1C(=CC(=C2C=C(NC12)C(=O)N1CCN(CC1)C1=NC=C(C=C1OC)F)B1OC(C(O1)(C)C)(C)C)C=1CN(CCC1)C(=O)OC(C)(C)C